(pyrrolidinyl)titanium N1(CCCC1)[Ti]